ClC1=CC(=CC(=N1)C(CO)(F)F)C 2-(6-Chloro-4-methylpyridin-2-yl)-2,2-difluoroethan-1-ol